NC1=C(N(N=C1NCCC1=CC=NN1CCCO)C)CC amino-3-ethyl-5-((2-(1-(3-hydroxypropyl)-1H-pyrazol-5-yl)ethyl)amino)-2-methylpyrazol